C1(=CC=CC=C1)NC1=NC(=CC2=CC=CC=C12)C(=O)O 1-(phenylamino)isoquinoline-3-carboxylic acid